C1N(CCC2=CC=CC=C12)C[C@H](CN1C(C2=CC=CC=C2CC1)=O)O 2-[(2R)-3-(3,4-dihydro-1H-isoquinolin-2-yl)-2-hydroxy-propyl]-3,4-dihydroisoquinolin-1-one